racemic-3-aminobutanol N[C@@H](CCO)C |r|